COC(CC)C1=C(C=C(C=C1)C)N1C(SCC1=O)=NC(N)=O 3-(3-(2-(1-methoxypropyl)-5-methylphenyl)-4-oxothiazolidin-2-ylidene)urea